C(C)(C)(C)OC(N(C(=O)OC(C)(C)C)C1(CC1)COC1=C2C(NN=C(C2=CC(=C1)Br)CN1C(C2=CC=CC=C2C1=O)=O)=O)=O Tert-butyl(1-((7-bromo-1-((1,3-dioxoisoindolin-2-yl)methyl)-4-oxo-3,4-dihydrophthalazine-5-yl)oxy) Methyl)cyclopropyl(tert-butoxycarbonyl)carbamate